BrC1=CC2=C(NC(CC(N2C=2C=C(/C(/N)=N/O)C=CC2)=O)=O)C2=CC(=CC=C12)C (Z)-3-(7-Bromo-10-methyl-2,4-dioxo-1,2,3,4-tetrahydro-5H-naphtho[1,2-b][1,4]diazepin-5-yl)-N'-hydroxybenzimidamide